C(CCCCCCCC)OC(CCSCCCC(=N)NCC(CCCCCCCC)CCCCCC)=O.COC1=CC=C(C=CC2=C(C=CC=C2)C2=C(C=C(C=C2)C)P(C2=CC=CC=C2)C2=CC=CC=C2)C=C1 (2'-(4-methoxystyryl)-4-methyl-[1,1'-biphenyl]-2-yl)diphenyl-phosphine nonyl-3-((4-((2-hexyldecyl)amino)-4-iminobutyl)thio)propanoate